p-t-octyl-phenol C(C)(C)(CC(C)(C)C)C1=CC=C(C=C1)O